1-t-butoxycarbonyl-4-(4-bromophenyl)piperazine C(C)(C)(C)OC(=O)N1CCN(CC1)C1=CC=C(C=C1)Br